2-methyl-5-oxo-6-phenyl-N-(pyridin-2-ylmethyl)-5,6-dihydro-1,6-naphthyridine-3-carboxamide CC1=NC=2C=CN(C(C2C=C1C(=O)NCC1=NC=CC=C1)=O)C1=CC=CC=C1